8-((2-hydroxyethyl)(5-(((undec-10-yn-1-yloxy)carbonyl)oxy)pentyl)amino)octanoic acid heptadec-9-yl ester CCCCCCCCC(CCCCCCCC)OC(CCCCCCCN(CCCCCOC(=O)OCCCCCCCCCC#C)CCO)=O